2-(2-methylpropoxy)-benzylamine CC(COC1=C(CN)C=CC=C1)C